(E)-tert-butyl 4-(4-ethoxy-4-oxobut-2-en-1-yl)piperidine-1-carboxylate C(C)OC(/C=C/CC1CCN(CC1)C(=O)OC(C)(C)C)=O